C1(CCCC1)N1C(C(=CC2=C1N=C(N=C2)NC2=CC=C(C=N2)NC(C)=O)CC)=O N-[6-(8-Cyclopentyl-6-ethyl-7-oxo-7,8-dihydro-pyrido[2,3-d]pyrimidin-2-ylamino)-pyridin-3-yl]-acetamide